C(C)S(=O)(=O)C=1C(=NC=C(C1)C=C)C1=NN2C(C=C(C=C2)C(F)(F)F)=N1 (3-ethylsulfonyl-5-vinyl-2-pyridyl)-7-trifluoromethyl-[1,2,4]triazolo[1,5-a]pyridine